C1(CC1)C=1C(=NN(C1C1=CC=C(C=C1)F)C)NC(=O)[C@@H]1C(C1)(F)F (R)-N-(4-cyclopropyl-5-(4-fluorophenyl)-1-methyl-1H-pyrazol-3-yl)-2,2-difluorocyclopropane-1-carboxamide